(P)-7-FLUORO-1-(5-FLUORO-2-METHOXY-4-(3-OXOCYCLOBUTYL)PHENYL)-N-(ISOXAZOL-3-YL)-N-(4-METHOXYBENZYL)-2-OXO-1,2-DIHYDROQUINOLINE-6-SULFONAMIDE FC1=C(C=C2C=CC(N(C2=C1)C1=C(C=C(C(=C1)F)C1CC(C1)=O)OC)=O)S(=O)(=O)N(CC1=CC=C(C=C1)OC)C1=NOC=C1